C(C)(C)(C)OC(=O)N1C(CCC1)(C)C=CS(NC(NC1=C2CCCC2=C2CCCC2=C1)=O)(=O)=O 2-(2-(N-((1,2,3,6,7,8-hexahydro-as-indacen-4-yl)carbamoyl)sulfamoyl)vinyl)-2-methylpyrrolidine-1-carboxylic acid tert-butyl ester